(3S,5S)-3-amino-5-(fluoromethyl)pyrrolidin-2-one N[C@@H]1C(N[C@@H](C1)CF)=O